[2-({5-amino-6-fluoro-2-[(6-methoxy-2-methyl-1,2,3,4-tetrahydroisoquinolin-7-yl)amino]quinazolin-7-yl}amino)pyridin-4-yl]methanol NC1=C2C=NC(=NC2=CC(=C1F)NC1=NC=CC(=C1)CO)NC1=C(C=C2CCN(CC2=C1)C)OC